ClC1=NC(=C2N=CN(C2=N1)[C@@H]1SC[C@H]([C@H]1O)O)NC1CCCC2=CC=CC=C12 (2R,3R,4S)-2-(2-chloro-6-((1,2,3,4-tetrahydronaphthalen-1-yl)amino)-9H-purin-9-yl)tetrahydrothiophene-3,4-diol